FC(C1=CC=C(C=C1)N1CC(CC2=NC=CC=C12)CNC(=O)C1CC1)(F)F N-((1-(4-(trifluoromethyl)phenyl)-1,2,3,4-tetrahydro-1,5-naphthyridin-3-yl)methyl)cyclopropanecarboxamide